t-butyldiphenyl-silyl ether C(C)(C)(C)[Si](C1=CC=CC=C1)(C1=CC=CC=C1)O[Si](C(C)(C)C)(C1=CC=CC=C1)C1=CC=CC=C1